N1=CC=CC=2C=CNC(C12)=O 1,7-naphthyridin-8-one